C(C)(C)(C)OC(=O)N1C=C(C2=CC(=CC=C12)OC)CC(=O)N(C)C 3-(2-(dimethylamino)-2-oxoethyl)-5-methoxy-1H-indole-1-carboxylic acid tert-butyl ester